2-bromo-5-(2-(4-bromophenyl)-2H-tetrazol-5-yl)thiazole BrC=1SC(=CN1)C=1N=NN(N1)C1=CC=C(C=C1)Br